diphenyl[(phenylthio)phenyl]sulphonium C1(=CC=CC=C1)[S+](C1=C(C=CC=C1)SC1=CC=CC=C1)C1=CC=CC=C1